tert-Butyl 4-[(2-[3-[(2R)-4-[(dibenzyloxyphosphoryl)oxy]-2-hydroxy-3,3-dimethylbutanamido]propanamido]ethyl)sulfanyl]-4-oxobutanoate C(C1=CC=CC=C1)OP(=O)(OCC1=CC=CC=C1)OCC([C@H](C(=O)NCCC(=O)NCCSC(CCC(=O)OC(C)(C)C)=O)O)(C)C